O=C1C=C(OC2=C(C(=CC=C12)C(C(=O)O)C(C)C)C(C(=O)O)C(C)C)C1=CC=CC=C1.FC1CC(CC1)CN1C=CC2=CC(=CC=C12)NC(C=C)=O N-(1-((3-fluorocyclopentyl)methyl)-1H-indol-5-yl)acrylamide 4-Oxo-2-phenyl-4H-chromen-7,8-diylbis(3-methylbutanoate)